methyl-1-benzyl-4-(1-benzyl-5-methyl-1H-pyrrol-2-yl)-2-methyl-1H-pyrrole CC1=C(N(C=C1C=1N(C(=CC1)C)CC1=CC=CC=C1)CC1=CC=CC=C1)C